OC1=C(C=CC(=C1)CCCC)C1=NC(=NC(=N1)C1=C(C=C(C=C1)CCCC)O)C1=CC=CC=C1 2,4-bis(2-hydroxy-4-butanylphenyl)-6-phenyl-1,3,5-triazine